OC1=C2C(C=C(OC2=CC(=C1)O)C1=CC(=C(C(=C1)OC)O)OC)=O 5,7,4'-trihydroxy-3',5'-dimethoxyflavone